tert-butyl 4-[2-[2-chloro-6-cyano-4-[1-methyl-1-[4-[(2-methylsulfanylpyrimidin-4-yl)methoxy]phenyl]ethyl]phenoxy]ethyl]piperidine-1-carboxylate ClC1=C(OCCC2CCN(CC2)C(=O)OC(C)(C)C)C(=CC(=C1)C(C)(C1=CC=C(C=C1)OCC1=NC(=NC=C1)SC)C)C#N